tert-butyl 5-(6-chloro-1-[[2-(trimethylsilyl)ethoxy]methyl]pyrrolo[2,3-b]pyridin-3-yl)-2,3-dihydroindole-1-carboxylate ClC1=CC=C2C(=N1)N(C=C2C=2C=C1CCN(C1=CC2)C(=O)OC(C)(C)C)COCC[Si](C)(C)C